C[Si](N(C(C)=O)CC)(N(C(C)=O)CC)C dimethylbis(N-ethylacetamido)silane